2-amino-1,7-dihydro-6H-purine NC=1NCC=2NC=NC2N1